2-hydroxyethyl methacrylate C(C(=C)C)(=O)OCCO